N-phenyl-N-(trichloromethylthio)benzenesulfonamide 4-Vinylphenylferrocenecarboxylate C(=C)C1=CC=C(C=C1)OC(=O)[C-]1C=CC=C1.[CH-]1C=CC=C1.[Fe+2].C1(=CC=CC=C1)N(S(=O)(=O)C1=CC=CC=C1)SC(Cl)(Cl)Cl